trans-4-((4-(2-Cyclopropyloxazol-4-yl)pyridine-2-yl)((trans-4-(5-methoxy-6-methylpyridin-2-yl)cyclohexyl)methyl) carbamoyl)cyclohexyl methyl carbonate C(O[C@@H]1CC[C@H](CC1)C(N(C[C@@H]1CC[C@H](CC1)C1=NC(=C(C=C1)OC)C)C1=NC=CC(=C1)C=1N=C(OC1)C1CC1)=O)(OC)=O